2-phenyl-2,8-diazaspiro[4.5]decane C1(=CC=CC=C1)N1CC2(CC1)CCNCC2